N-[4-[8-amino-3-(trideuteriomethyl)-5-(trifluoromethyl)imidazo[1,5-a]pyrazin-1-yl]-2,3-difluoro-phenyl]-2-hydroxy-2-[3-(trifluoromethyl)phenyl]acetamide NC=1C=2N(C(=CN1)C(F)(F)F)C(=NC2C2=C(C(=C(C=C2)NC(C(C2=CC(=CC=C2)C(F)(F)F)O)=O)F)F)C([2H])([2H])[2H]